3-(3-cyano-4-fluorophenyl)-1-(2-methoxypyrimidin-5-yl)-1-((5-(trifluoromethyl)-1H-pyrazol-3-yl)methyl)urea C(#N)C=1C=C(C=CC1F)NC(N(CC1=NNC(=C1)C(F)(F)F)C=1C=NC(=NC1)OC)=O